NC1=C(C=2C(=NN(C2C(F)(F)F)C(C)C)N1C1=C(C(=CC=C1C)OC)C)C#N 5-Amino-6-(3-methoxy-2,6-dimethylphenyl)-2-isopropyl-3-(trifluoromethyl)-2,6-dihydropyrrolo[2,3-c]pyrazole-4-carbonitrile